N1=C(C=CC2=NC=CC=C12)C=1C=CN2N=C(N=CC21)N[C@@H]2CC[C@H](CC2)N(C)C trans-N1-(5-(1,5-naphthyridin-2-yl)pyrrolo[2,1-f][1,2,4]triazin-2-yl)-N4,N4-dimethylcyclohexane-1,4-diamine